C(C)N(CC)C(N(CC)CC)(N(CC)CC)[Sn] Tris(diethylamino)methyl-tin